NC[C@H]1NC([C@@H](SCC1)C1=CC=C(C=C1)OC1=CC=CC=C1)=O (2S,5S)-5-(aminomethyl)-2-(4-phenoxyphenyl)-1,4-thiazepan-3-one